NC1(CC1)C(=O)[O-] 1-aminocyclopropane-1-carboxylate